C1=CC=CC=2C3=CC=CC=C3C(C12)COC(=O)N([C@H](C(=O)O)CC=1N=CSC1)C (2S)-2-[9H-fluoren-9-ylmethoxycarbonyl(methyl)amino]-3-(1,3-thiazol-4-yl)propanoic acid